CC1(N=C(C2=CC=CC=C2C1)C=1C=NC2=CC=CC=C2C1)CC(F)(F)F 3-[3-methyl-3-(2,2,2-trifluoroethyl)-3,4-dihydroisoquinolin-1-yl]quinoline